FC1=C(CNCC1)C(=O)N1CCN(CC1)C1=NC=C(C#N)C=C1 6-(4-(4-fluoro-1,2,5,6-tetrahydropyridine-3-carbonyl)piperazin-1-yl)nicotinonitrile